NCC1=NNC(C2=CC=C(C=C12)C1=C(N(N=C1)C)C1=C(C=2C(=CN=CC2)S1)C#N)=O 2-[4-[4-(aminomethyl)-1-oxo-2H-phthalazin-6-yl]-2-methyl-pyrazol-3-yl]thieno[2,3-c]pyridine-3-carbonitrile